N-(3-bromo-2-fluoro-phenyl)-2-chloro-N-(2,2-difluoroethyl)-5-fluoro-quinazolin-4-amine BrC=1C(=C(C=CC1)N(C1=NC(=NC2=CC=CC(=C12)F)Cl)CC(F)F)F